[[1-(2,6-dioxo-3-piperidyl)-2-oxo-benzo[cd]indol-6-yl]methyl]carbamate O=C1NC(CCC1N1C(C2=C3C(C(=CC=C13)CNC([O-])=O)=CC=C2)=O)=O